4-((((1S,4s)-4-(fluoromethyl)-4-hydroxycyclohexyl)methyl)amino)-3-nitrobenzenesulfonamide FCC1(CCC(CC1)CNC1=C(C=C(C=C1)S(=O)(=O)N)[N+](=O)[O-])O